Cl.FC1(C[C@@H]2[C@@H](CNC2)C1)F (3aR,6aS)-5,5-difluorooctahydrocyclopenta[c]pyrrole hydrochloride